O=C1N(CCC(N1)=O)C1=NOC2=C1C=CC(=C2)C=2CCN(CC2)C(=O)OC(C)(C)C tert-butyl 4-[3-(2,4-dioxohexahydropyrimidin-1-yl)-1,2-benzoxazol-6-yl]-3,6-dihydro-2H-pyridine-1-carboxylate